Cl.N1C(=NC2=C1C=CC=C2)CCNCCC=2SC=C(N2)C(=O)NCC2=NC=CC=C2F 2-(2-{[2-(1H-1,3-benzodiazol-2-yl)ethyl]Amino}ethyl)-N-[(3-fluoropyridin-2-yl)methyl]1,3-thiazole-4-carboxamide hydrochloride